CS(=O)(=O)NC1=CC=C(C=C1)B(O)O (4-(methylsulfonamido)phenyl)boronic acid